[N+](=O)(OCCCCC(=O)N[C@@H](CC1=CC2=C(OCO2)C=C1)C)[O-] (R)-5-((1-(benzo[d][1,3]dioxol-5-yl)propan-2-yl)amino)-5-oxopentyl nitrate